2-(3,5-dimethoxyphenoxy)-1-phenylethanol COC=1C=C(OCC(O)C2=CC=CC=C2)C=C(C1)OC